NC=1N=CC(=NC1OCC1=C(C(=CC=C1F)F)Cl)C1=CC=C(C=C1)NS(=O)(=O)CCNCC1CC1 2-(cyclopropylmethyl-amino)-ethanesulfonic acid {4-[5-amino-6-(2-chloro-3,6-difluoro-benzyloxy)-pyrazin-2-yl]-phenyl}-amide